FC(S(=O)(=O)OC1=CC=CC2=CC=CC(=C12)C#C[Si](C(C)C)(C(C)C)C(C)C)(F)F 8-((triisopropylsilyl)ethynyl)naphthalen-1-yl trifluoromethanesulfonate